N-(3-cyano-4,5,6-trimethylpyridin-2-yl)cyanamide C(#N)C=1C(=NC(=C(C1C)C)C)NC#N